BrCCN1N=NN(C1=O)CC 1-(2-bromoethyl)-4-ethyl-1,4-dihydro-5H-tetrazol-5-one